The molecule is an organic cation that is the conjugate acid of eribulin, obtained by protonation of the primary amino function. It is an ammonium ion derivative and an organic cation. It is a conjugate acid of an eribulin. C[C@@H]1C[C@@H]2CC[C@H]3C(=C)C[C@@H](O3)CC[C@]45C[C@@H]6[C@H](O4)[C@H]7[C@@H](O6)[C@@H](O5)[C@@H]8[C@@H](O7)CC[C@@H](O8)CC(=O)C[C@H]9[C@H](C[C@H](C1=C)O2)O[C@@H]([C@@H]9OC)C[C@@H](C[NH3+])O